F[B-](F)(F)F.C1(CCCCC1)PCCCPC1CCCCC1 1,3-bis(cyclohexylphosphino)propane tetrafluoroborate